2-(4,5-dichloro-2-methyl-3,6-dioxo-pyridazin-1-yl)-N-[3-(dimethylsulfamoyl)-4-methyl-phenyl]acetamide ClC=1C(N(N(C(C1Cl)=O)CC(=O)NC1=CC(=C(C=C1)C)S(N(C)C)(=O)=O)C)=O